[N+](=O)([O-])C[C@@H](CC(=O)OCC)CCCCCC ethyl (R)-3-(nitromethyl)nonanoate